CN(C1=NN2C(NC(=C(C2=O)N2CCN(CC2)C(=O)C2=NC=NC(=C2O)C)CC)=N1)C 2-(dimethylamino)-5-ethyl-6-(4-(5-hydroxy-6-methylpyrimidine-4-carbonyl)piperazin-1-yl)-[1,2,4]triazolo[1,5-a]pyrimidin-7(4H)-one